5-chloro-3-(4-(((1-fluorocyclopropyl)methyl)carbamoyl)-3-methoxyphenyl)-4-(2-methyl-4-nitrophenyl)-1H-pyrrole-2-carboxamide ClC1=C(C(=C(N1)C(=O)N)C1=CC(=C(C=C1)C(NCC1(CC1)F)=O)OC)C1=C(C=C(C=C1)[N+](=O)[O-])C